tert-Butyl N-[1-(pyrrolidine-1-carbonyl)but-3-enyl]carbamate N1(CCCC1)C(=O)C(CC=C)NC(OC(C)(C)C)=O